C(CC)=C(O)[C@@H](O)CO (S)-propylideneglycerol